1-(2-((2R)-2-((4-(2-(2,6-dioxopiperidine-3-yl)-4-methyl-1-oxo-1,2-dihydrophthalazin-6-yl)piperazin-1-yl)methyl)morpholino)-2-oxoethyl)piperidine O=C1NC(CCC1N1C(C2=CC=C(C=C2C(=N1)C)N1CCN(CC1)C[C@H]1OCCN(C1)C(CN1CCCCC1)=O)=O)=O